N1=NC=CC2=CC(=CC=C12)C1=CNC=2N=C(N=C(C21)OC)NC2CCC(CC2)C(=O)N(C)C (1s,4s)-4-((5-(cinnolin-6-yl)-4-methoxy-7H-pyrrolo[2,3-d]pyrimidin-2-yl)amino)-N,N-dimethylcyclohexane-1-carboxamide